3-(9-methyl-4-oxo-4,5-dihydro-3H-pyrimido[5,4-b]indol-3-yl)-N-(3-(trifluoromethyl)benzyl)propanamide CC=1C=2C3=C(NC2C=CC1)C(N(C=N3)CCC(=O)NCC3=CC(=CC=C3)C(F)(F)F)=O